Cl.FC1=CC(=CC2=CN(N=C12)C)C1=CC2=C(N=C(S2)N(C2CC(NC(C2)(C)C)(C)C)C)C=C1 6-(7-Fluoro-2-methyl-2H-indazol-5-yl)-N-methyl-N-(2,2,6,6-tetramethylpiperidin-4-yl)-1,3-benzothiazol-2-amin-Hydrochlorid